Cl.FC=1C=C(C(=O)N)C=CC1C1(OC2=C(O1)C=CC=C2C2CCNCC2)C 3-fluoro-4-(2-methyl-4-(piperidin-4-yl)benzo[d][1,3]dioxol-2-yl)benzamide HCl salt